4-{5-[(R)-(1,3-Dimethyl-azetidin-3-yl)-hydroxy-(4-isopropyl-phenyl)-methyl]-pyridin-3-yl}-2-methyl-but-3-yn-2-ol CN1CC(C1)(C)[C@@](C=1C=C(C=NC1)C#CC(C)(O)C)(C1=CC=C(C=C1)C(C)C)O